C1(=CC(=CC=C1)CSC=1OC2=C(N1)C=CC(=C2)Cl)C2=CC=CC=C2 (([1,1'-biphenyl]-3-ylmethyl)thio)-6-chlorobenzo[d]oxazole